2-[3,5-bis(propan-2-yl)phenyl]acetyl chloride CC(C)C=1C=C(C=C(C1)C(C)C)CC(=O)Cl